(5-bromo(2-thienyl))-N-(2-chlorophenyl)carboxamide BrC1=CC=C(S1)C(=O)NC1=C(C=CC=C1)Cl